tert-butyl (2R,4R)-4-[(6-[6-methoxy-5-[1-(oxan-2-yl) pyrazol-4-yl] pyridin-2-yl]pyridazin-3-yl)(methyl)amino]-2-methylpiperidine-1-carboxylate COC1=C(C=CC(=N1)C1=CC=C(N=N1)N([C@H]1C[C@H](N(CC1)C(=O)OC(C)(C)C)C)C)C=1C=NN(C1)C1OCCCC1